di-tert-butyl ((4S)-5-(7-(4-fluorophenyl)-1H-indole-2-carboxamido)-3-hydroxypentane-1,4-diyl)dicarbamate FC1=CC=C(C=C1)C=1C=CC=C2C=C(NC12)C(=O)NC[C@@H](C(CCNC(OC(C)(C)C)=O)O)NC(OC(C)(C)C)=O